4-(6-cyclopropylpyridin-3-yl)-2-(2-methyl-2H-indazol-5-yl)-3-oxo-5-propyl-3,5-dihydro-2H-pyrrolo[3,2-c]pyridazine-7-carbonitrile C1(CC1)C1=CC=C(C=N1)C1=C2C(=NN(C1=O)C1=CC3=CN(N=C3C=C1)C)C(=CN2CCC)C#N